tert-butyl 4-{2-[(4-chloroquinolin-7-yl)oxy]ethyl}piperazine-1-carboxylate ClC1=CC=NC2=CC(=CC=C12)OCCN1CCN(CC1)C(=O)OC(C)(C)C